NC1=CC=C2C(C(NC2=C1)=O)(C)C 6-amino-3,3-dimethyl-1H-indol-2-one